NC=1C=CC(=NC1)C(C(C)(C)C1=NC=CC(=C1)Br)=O (5-aminopyridin-2-yl)-2-(4-bromopyridin-2-yl)-2-methylpropan-1-one